COC(=O)C1=CC=CN=N1 Pyridazine-6-carboxylic acid methyl ester